COC(C1=C(C(=CC(=C1)Br)OCC1=CC=CC=C1)NC)=O 3-(benzyloxy)-5-bromo-2-(methylamino)benzoic acid methyl ester